tert-butyl 3-(cyclopentyloxy)-4-((3,5-dicyclopropylbenzyl)amino)benzoate C1(CCCC1)OC=1C=C(C(=O)OC(C)(C)C)C=CC1NCC1=CC(=CC(=C1)C1CC1)C1CC1